C(C)C(CNCC(=O)O)CCCC N-(2-ethylhexyl)glycine